S1(C=CC2=NC=CC=C21)(=O)=O thieno[3,2-b]pyridine-1,1-dione